Cl[Si]1(CCC1)Cl 1,1-dichloro-1-silacyclobutane